(1S,2S)-N-(6-(7-(1-acetamidoethyl)-5-chloro-6-fluoro-1H-indazol-4-yl)imidazo[1,2-a]pyridin-2-yl)-2-fluorocyclopropane-1-carboxamide C(C)(=O)NC(C)C=1C(=C(C(=C2C=NNC12)C=1C=CC=2N(C1)C=C(N2)NC(=O)[C@H]2[C@H](C2)F)Cl)F